2-amino-N-((1S)-1-cyclopropyl-2-methoxyethyl)-3-methyl-N-((5-(trifluoromethyl)-2-pyridinyl)methyl)-6-quinolinecarboxamide NC1=NC2=CC=C(C=C2C=C1C)C(=O)N(CC1=NC=C(C=C1)C(F)(F)F)[C@H](COC)C1CC1